4-(Oxazol-2-yl)-benzoic acid O1C(=NC=C1)C1=CC=C(C(=O)O)C=C1